[I-].CC=1C2=CC=CC=C2[N+](=C2C=CC=CC12)C 9,10-dimethylacridinium iodide